BrC1=CC(=C(C(=O)OC(C)(C)C)C=C1C)C tert-butyl 4-bromo-2,5-dimethylbenzoate